C(C1=CC=C(C=C1)N1CC(CC1=O)C(=O)O)C1=CC=C(C=C1)N1CC(CC1=O)C(=O)O (methylenebis(4,1-phenylene))bis(5-oxopyrrolidine-3-carboxylic acid)